Cl.Cl.CC=1OC(=CN1)C=1C=C(C=2N(C1)N=CC2C#N)C=2C=NC(=CC2)N2CCNCC2 6-(2-methyloxazol-5-yl)-4-(6-(piperazin-1-yl)pyridin-3-yl)pyrazolo[1,5-a]pyridine-3-carbonitrile dihydrochloride